1-Methyl-2-(6-trifluoromethoxy-benzothiazol-2-ylamino)-1H-benzoimidazole-5-carboxylic acid [2-(4-fluoromethyl-piperidin-1-yl)-2-oxo-ethyl]-amide FCC1CCN(CC1)C(CNC(=O)C1=CC2=C(N(C(=N2)NC=2SC3=C(N2)C=CC(=C3)OC(F)(F)F)C)C=C1)=O